3-(3-fluorobenzyloxy)aniline FC=1C=C(COC=2C=C(N)C=CC2)C=CC1